NC1=NN2C(C=C(C=C2)C2=C(C=NC(=C2)C)OC2C[C@H]3COC[C@@H](C2)N3C(=O)OC(C)(C)C)=C1 tert-butyl (1R,5S,7s)-7-((4-(2-aminopyrazolo[1,5-a]pyridin-5-yl)-6-methylpyridin-3-yl)oxy)-3-oxa-9-azabicyclo[3.3.1]nonane-9-carboxylate